C(C)C1=NNC2=NC(=CN=C21)N2CC1(CN(C1)C1=NC(=NC(=C1)C(F)(F)F)C)CC2 3-ethyl-6-(2-(2-methyl-6-(trifluoromethyl)pyrimidin-4-yl)-2,6-diazaspiro[3.4]octan-6-yl)-1H-pyrazolo[3,4-b]pyrazine